ClC1=CC2=C(N(C(N=C2N2[C@H](CN([C@@H](C2)C)C(C=C)=O)C)=O)C=2C(=NC=CC2C)C(C)C)N=C1C1=C(C=CC=C1)S(=O)(=O)N (M)-2-[6-Chloro-4-[(2S,5R)-2,5-dimethyl-4-prop-2-enoyl-piperazin-1-yl]-1-(2-isopropyl-4-methyl-3-pyridyl)-2-oxo-pyrido[2,3-d]pyrimidin-7-yl]benzene-sulfonamide